2-[1'-[(2,4-dimethoxyphenyl)methyl]-2-(trifluoromethyl)spiro[4,5-dihydrothieno[2,3-c]pyran-7,4'-piperidin]-2'-yl]ethynyl-trimethyl-silane COC1=C(C=CC(=C1)OC)CN1C(CC2(CC1)OCCC1=C2SC(=C1)C(F)(F)F)C#C[Si](C)(C)C